FC(C(=O)[O-])(C(F)(F)F)F.[Ca+2].FC(C(=O)[O-])(C(F)(F)F)F calcium perfluoropropionate